3-bromo-5-chloroindazol BrC1=NNC2=CC=C(C=C12)Cl